NC1=C(C=C(C(=N1)F)C=1C=C2CCC3(CCN(CC3)C(=O)OC(C)(C)C)OC2=CC1)C=1C=C2CCNC(C2=CC1)=O tert-butyl 6-(6-amino-2-fluoro-5-(1-oxo-1,2,3,4-tetrahydroisoquinolin-6-yl)pyridin-3-yl)spiro[chromane-2,4'-piperidine]-1'-carboxylate